3-ethyl-7-({4-[(3-hydroxycyclopentyl)carbonyl]-1-piperazinyl}methyl)-1,5-diaza-2(1H)-naphthalenone C(C)C=1C(NC2=CC(=CN=C2C1)CN1CCN(CC1)C(=O)C1CC(CC1)O)=O